CCCCCCCC(=O)O[C@H]1[C@H]2C(=C([C@@H]1OC(=O)/C(=C\\C)/C)C)[C@H]3[C@]([C@H](C[C@]2(C)OC(=O)C)OC(=O)CCC)([C@](C(=O)O3)(C)O)O The molecule is an organic heterotricyclic compound that is a hexa-oxygenated 6,7-guaianolide isolated fron the roots of Thapsia garganica L., Apiaceae. A potent skin irritant, it is used in traditional medicine as a counter-irritant. Thapsigargin inhibits Ca(2+)-transporting ATPase mediated uptake of calcium ions into sarcoplasmic reticulum and is used in experimentation examining the impacts of increasing cytosolic calcium concentrations. It has a role as an EC 3.6.3.8 (Ca(2+)-transporting ATPase) inhibitor and a calcium channel blocker. It is a sesquiterpene lactone, an organic heterotricyclic compound and a butyrate ester.